C(#N)C(CC1C(NCC1)=O)NC(=O)C1C2C(C2CN1C(=O)C1(C2=CC=CC=C2C=2C=CC=CC12)O)(C)C N-(1-cyano-2-(2-oxopyrrolidin-3-yl)ethyl)-3-(9-hydroxy-9H-fluorene-9-carbonyl)-6,6-dimethyl-3-azabicyclo[3.1.0]hexane-2-carboxamide